C1(=CC=CC=C1)C1=NC(=NC(=N1)NC1=CC=NC=C1)NCC(C)O (4-phenyl-6-(pyridin-4-ylamino)-1,3,5-triazin-2-ylamino)propan-2-ol